(7-(1-hydroxyethyl)-quinoline-4-carbonyl)glycine OC(C)C1=CC=C2C(=CC=NC2=C1)C(=O)NCC(=O)O